P(=O)(OCCCCCCCCCCCOC(C=C)=O)(O)O acryloxyundecyl dihydrogen phosphate